ClC=1C=C2C(=CN1)N(C(=C2)C=2C(=NC=NC2OC)OC2CC2)C 5-[5-chloro-1-methylpyrrolo[2,3-c]pyridin-2-yl]-4-cyclopropoxy-6-methoxypyrimidine